Stearylbehenat C(CCCCCCCCCCCCCCCCC)OC(CCCCCCCCCCCCCCCCCCCCC)=O